O[C@H]1CN(CC1)C1=CC=C(C=C1)N1C(C(CCC1)NC(=O)NC1=CC=C(C=C1)C(F)(F)F)=O 1-(1-(4-((R)-3-hydroxypyrrolidin-1-yl)phenyl)-2-oxopiperidin-3-yl)-3-(4-(trifluoromethyl)phenyl)urea